N-methyl-N-(4-phenyl-6-(3-propylphenyl)quinolin-2-yl)glycine methyl ester COC(CN(C1=NC2=CC=C(C=C2C(=C1)C1=CC=CC=C1)C1=CC(=CC=C1)CCC)C)=O